C1=CC=C2C(=C1)C(C3=CC=CC=C32)COC(=O)NCCOCCOCCNC(=O)CCC(=O)O N-(Fmoc-8-amino-3,6-dioxa-octyl)succinamic acid